C(#N)[C@H](CC1=CC=C(C=C1)C=1C=CC2=C(N(C(O2)=O)C)C1)NC(=O)[C@H]1OCC[C@H](CNC1)OCC (2S,6R)-N-((S)-1-cyano-2-(4-(3-methyl-2-oxo-2,3-dihydrobenzo[d]oxazol-5-yl)phenyl)ethyl)-6-ethoxy-1,4-oxazocane-2-carboxamide